(R)-3-(3-fluoro-4-methylphenyl)-N-(5-(hydroxymethyl)-2-methoxyphenyl)-3-(1,2,4-thiadiazol-5-yl)pyrrolidine-1-carboxamide FC=1C=C(C=CC1C)[C@]1(CN(CC1)C(=O)NC1=C(C=CC(=C1)CO)OC)C1=NC=NS1